2-((4-((S)-2-(4-chloro-2-fluorophenyl)-2-methylbenzo[d][1,3]dioxol-4-yl)-3,6-dihydropyridin-1(2H)-yl)methyl)-3-(((S)-oxetan-2-yl)methyl)-3H-imidazo[4,5-b]pyridine-5-carboxylate ClC1=CC(=C(C=C1)[C@@]1(OC2=C(O1)C=CC=C2C=2CCN(CC2)CC2=NC=1C(=NC(=CC1)C(=O)[O-])N2C[C@H]2OCC2)C)F